1-benzyl-3,4-diphenyl-1H-pyrrole-2,5-dione C(C1=CC=CC=C1)N1C(C(=C(C1=O)C1=CC=CC=C1)C1=CC=CC=C1)=O